C(=C)N1C(CCC1=O)=O N-vinyl-2,5-pyrrolidinedione